N'-(cyclohexylidenemethyl)-4-methylbenzenesulfonohydrazide C1(CCCCC1)=CNNS(=O)(=O)C1=CC=C(C=C1)C